O[C@H]1[C@H](C[C@@H]2C(C[C@H]3[C@@H]4CC[C@H]([C@@H](CC[C@@H](C(C)C)C)C)[C@]4(CC[C@@H]3[C@]2(C1)C)C)=O)O 2a,3a-dihydroxy-5a-ergostan-6-one